C1(=CC=CC=C1)C1=NN=C(O1)C1(CCOCC1)C(=O)O 4-(5-phenyl-1,3,4-oxadiazol-2-yl)tetrahydro-2H-pyran-4-carboxylic acid